bismuth yttrium samarium oxide [O-2].[Sm+3].[Y+3].[Bi+3]